2,4,5-tris(3-(tert-butyl)-9H-carbazol-9-yl)-6-(3-methyl-9H-carbazol-9-yl)-3-(pyridin-3-yl)benzonitrile C(C)(C)(C)C=1C=CC=2N(C3=CC=CC=C3C2C1)C1=C(C#N)C(=C(C(=C1C=1C=NC=CC1)N1C2=CC=CC=C2C=2C=C(C=CC12)C(C)(C)C)N1C2=CC=CC=C2C=2C=C(C=CC12)C(C)(C)C)N1C2=CC=CC=C2C=2C=C(C=CC12)C